6-Chloro-N-[(3S)-1-(4-methoxybenzyl)pyrrolidin-3-yl]-2-{4-[4-(2-methoxyethyl)piperazin-1-yl]phenyl}-3H-imidazo[4,5-b]pyridin-7-amine ClC=1C(=C2C(=NC1)NC(=N2)C2=CC=C(C=C2)N2CCN(CC2)CCOC)N[C@@H]2CN(CC2)CC2=CC=C(C=C2)OC